3-(4-fluoro-2-methoxyphenoxy)-6-(trifluoromethyl)pyridazine-4-carboxylic acid methyl ester COC(=O)C1=C(N=NC(=C1)C(F)(F)F)OC1=C(C=C(C=C1)F)OC